3-{[(R)-2-methylpropane-2-sulfinyl]amino}propanoate CC(C)(C)[S@@](=O)NCCC(=O)[O-]